3-(3H-[1,2,3]Triazolo[4,5-b]pyridin-5-yl)-N-(3-fluoro-4-(((4-methoxybenzyl)oxy)methyl)-phenyl)benzamide N1=NNC2=NC(=CC=C21)C=2C=C(C(=O)NC1=CC(=C(C=C1)COCC1=CC=C(C=C1)OC)F)C=CC2